OC1=C(C=CC=C1)C=1N=C2N(C=CC=C2)C1 2-(2'-hydroxyphenyl)imidazo[1,2-a]pyridine